C(C1CO1)N(CC1CO1)CC1(C(CCCC1)(CN(CC1CO1)CC1CO1)CN(CC1CO1)CC1CO1)CN(CC1CO1)CC1CO1 tetrakis(N,N-diglycidylaminomethyl)cyclohexane